CC1=C(C(=CC=C1)C=C)NC(=O)C1=NC=CN=C1 N-(2-methyl-6-vinylphenyl)pyrazine-2-carboxamide